tert-butyl N-[2-[([3-[4,4-bis(ethoxymethyl) cyclohexyl]-1-(oxacyclohex-2-yl)-1H-pyrazol-4-yl] methyl) (methyl) amino] ethyl]-N-methylcarbamate C(C)OCC1(CCC(CC1)C1=NN(C=C1CN(CCN(C(OC(C)(C)C)=O)C)C)C1OCCCC1)COCC